NC=1C(=CC(=C(C1)C=1C(NC2=CC(=NC=C2C1)Cl)=O)Br)F 3-(5-amino-2-bromo-4-fluorophenyl)-7-chloro-1,6-naphthyridin-2(1H)-one